C(N)(OC(C=O)(C)C)=O 2-methyl-1-oxopropan-2-yl carbamate